1-((4,6-dichloropyrimidin-2-yl)oxy)-2-methylpropan-2-ol ClC1=NC(=NC(=C1)Cl)OCC(C)(O)C